1-(4-fluoro-2-methylphenyl)-3-(3-methoxy-1-methyl-1H-pyrazol-5-yl)-7-(trifluoromethyl)-2,3-dihydroquinazolin-4(1H)-one FC1=CC(=C(C=C1)N1CN(C(C2=CC=C(C=C12)C(F)(F)F)=O)C1=CC(=NN1C)OC)C